ClC1=C(C(=CC=C1)Cl)C1=NOC(=C1CO)C1CC1 3-(2,6-dichlorophenyl)-4-hydroxymethyl-5-cyclopropyl-isoxazole